(S)-2,6-difluoro-4-((1-(3-fluoropropyl)pyrrolidin-3-yl)oxy)benzaldehyde FC1=C(C=O)C(=CC(=C1)O[C@@H]1CN(CC1)CCCF)F